N[C@@H](CO)C(=O)O (L)-serine